4-((3-chloro-4-(pyrazin-2-ylmethoxy) phenyl) amino)-7-methoxyquinazolin-6-yl acetate C(C)(=O)OC=1C=C2C(=NC=NC2=CC1OC)NC1=CC(=C(C=C1)OCC1=NC=CN=C1)Cl